C1(=CC=CC=C1)C1=CC=C(C=C1)C1=CC=CC=C1 2,5-diphenylbenzene